3-chloro-N-(2,4-dimethoxybenzyl)-2,6-difluoro-N-(6-fluoropyridin-2-yl)-4-(3-formyl-3-(methoxy-d3)pyrrolidin-1-yl)benzenesulfonamide ClC=1C(=C(C(=CC1N1CC(CC1)(OC([2H])([2H])[2H])C=O)F)S(=O)(=O)N(C1=NC(=CC=C1)F)CC1=C(C=C(C=C1)OC)OC)F